4-(2-fluoroallyloxy)-[1,3]dioxolan-2-one FC(COC1OC(OC1)=O)=C